C(C1=CC=CC=C1)OC1=C(C=CC=C1)C=1N=C2N(C(=CC=N2)O)C1 (2-benzyloxyphenyl)imidazo[1,2-a]pyrimidin-5-ol